[Cl-].O[C@@H](C[N+](C)(C)C)CC([O-])=O L-carnitine chloride